C(C)N(CCO)C=1C2=C(N=C(N1)C1=NC=CC=C1)SC(=C2C2=CC=CC=C2)C 2-{ethyl[6-methyl-5-phenyl-2-(pyridin-2-yl)thieno[2,3-d]pyrimidin-4-yl]amino}ethan-1-ol